2,2,2-trifluoroethyl butyrate (2,2,2-trifluoroethyl butyrate) FC(CC(C(=O)O)CC)(F)F.C(CCC)(=O)OCC(F)(F)F